COC=1C=C(CCN2N=CC=C2N)C=C(C1)OC (3,5-Dimethoxyphenethyl)-1H-pyrazol-5-amine